C(C)(C)NCCCN1C=CC2=CC=C(C=C12)C(=O)[O-] 1-(3-(isopropylamino)propyl)-1H-indole-6-carboxylate